2-(3-(3-(difluoromethoxy)phenyl)-6-((4-methyl-1,1-dioxidotetrahydro-2H-thiopyran-4-yl)carbamoyl)-2-oxo-2,3-dihydro-1H-benzo[d]imidazol-1-yl)propanoic acid FC(OC=1C=C(C=CC1)N1C(N(C2=C1C=CC(=C2)C(NC2(CCS(CC2)(=O)=O)C)=O)C(C(=O)O)C)=O)F